Tetraiodothyroxine C(C1=C(C(=C(C(=C1I)I)OC2=C(C(=C(C(=C2I)I)O)I)I)I)I)[C@@H](C(=O)O)N